1-(2-chloro-5-fluorophenyl)-8-(3-fluoro-5-(trifluoromethyl)benzamido)-N,4-dimethyl-3-oxo-1,2,3,4-tetrahydropyrrolo[1,2-a]pyrazine-6-carboxamide ClC1=C(C=C(C=C1)F)C1C=2N(C(C(N1)=O)C)C(=CC2NC(C2=CC(=CC(=C2)C(F)(F)F)F)=O)C(=O)NC